FC(C(=O)O)C[C@@H](C)[C@H]1CC[C@H]2[C@@H]3C([C@@H]([C@@H]4CC(CC[C@]4(C)[C@H]3CC[C@]12C)=O)CC)=O fluoro-3,7-dioxo-6α-ethyl-5β-cholanic acid